ethyl 4-amino-6-chloro-5-methoxy-pyridine-3-carboxylate NC1=C(C=NC(=C1OC)Cl)C(=O)OCC